CC1=C(C=CC=C1)N1N=CC(=C1)N1CCCCC1 [1-(2-methylphenyl)-1H-pyrazol-4-yl]piperidin